p-[(1-{(S)-2-[(S)-3-Isobutyl-2-oxo-1-piperazinyl]-4-methylvaleryl}-4-piperidyl)meth-oxy]benzoic acid C(C(C)C)[C@H]1C(N(CCN1)[C@H](C(=O)N1CCC(CC1)COC1=CC=C(C(=O)O)C=C1)CC(C)C)=O